1-(1-acetylpiperidine-4-yl)-3-(4-(5-(difluoromethyl)-1,3,4-oxadiazole-2-yl)-2-fluorobenzyl)-1,3-dihydro-2H-imidazo[4,5-b]pyridine-2-one C(C)(=O)N1CCC(CC1)N1C(N(C2=NC=CC=C21)CC2=C(C=C(C=C2)C=2OC(=NN2)C(F)F)F)=O